2-chloro-5-(3-cyclopropyl-phenoxy)-N-[2-(2,4-dimethylphenyl)ethyl]pyridine-4-carboxamide ClC1=NC=C(C(=C1)C(=O)NCCC1=C(C=C(C=C1)C)C)OC1=CC(=CC=C1)C1CC1